N-methyl-2-(4-(3-(1-oxo-4-(trifluoromethyl)isoindolin-2-yl)phenyl)nicotinoyl)hydrazine-1-thiocarboxamide CNC(=S)NNC(C1=CN=CC=C1C1=CC(=CC=C1)N1C(C2=CC=CC(=C2C1)C(F)(F)F)=O)=O